CC=1C=2N(C=C(N1)C)N=C(C2)C=2N=C1N(N=C(C=C1)C1CCNCC1)C(C2)=O 2-(4,6-dimethylpyrazolo[1,5-a]pyrazin-2-yl)-7-(piperidin-4-yl)-4H-pyrimido[1,2-b]pyridazin-4-one